C(C1=CC=CC=C1)C1(CC1)NC(CC[C@@H](C=O)NC([C@H](CC1CCCCC1)NC(OCC1=CC(=CC=C1)Cl)=O)=O)=O 3-chlorobenzyl ((S)-1-(((S)-5-((1-benzylcyclopropyl) amino)-1,5-dioxopentan-2-yl)amino)-3-cyclohexyl-1-oxopropan-2-yl)carbamate